C(N)(=N)N1[C@@H](CCC1)C(=O)O guanylproline